4-(2-(2-aminopyridin-3-yl)-6-bromo-5-(4-fluorophenyl)-3H-imidazo[4,5-b]pyridin-3-yl)benzyl acetate C(C)(=O)OCC1=CC=C(C=C1)N1C(=NC=2C1=NC(=C(C2)Br)C2=CC=C(C=C2)F)C=2C(=NC=CC2)N